C1(CC1)C1=C(N=NN1)CC(C=1N=CNC1)C1=C(C(=CC=C1)C)C cyclopropyl-4-[(2,3-dimethylphenyl)-2-(1H-imidazol-4-yl)ethyl]-1,2,3-triazole